2-(5-bromo-3-fluoro-2-(4-methoxyphenylmethoxy)phenyl)-1,3-dithiane BrC=1C=C(C(=C(C1)C1SCCCS1)OCC1=CC=C(C=C1)OC)F